COC1=CN2C=CC(=C2C=C1)CCN(C)C 2-(6-methoxyindolizin-1-yl)-N,N-dimethylethan-1-amine